9,9'-(8-chlorodibenzo[b,d]furan-1,3-diyl)bis(9H-carbazole) ClC=1C=CC2=C(C3=C(O2)C=C(C=C3N3C2=CC=CC=C2C=2C=CC=CC32)N3C2=CC=CC=C2C=2C=CC=CC32)C1